The molecule is a bromophenol that is phenol in which the hydrogens at positions 2 and 4 have been replaced by bromines. It has a role as a marine metabolite and a flame retardant. It is a bromophenol and a dibromobenzene. C1=CC(=C(C=C1Br)Br)O